OC(C(=O)OC(CCCCCCCCCCCCCCCCCCCCCCCCCCCO)=O)CCCCCCCCCCCCCCCC hydroxyoctacosanoyl hydroxystearate